(R)-6-(4-ethoxyphenyl)-N-(1-(2-fluorophenyl)ethoxy)pyrazine-2-carboxamide C(C)OC1=CC=C(C=C1)C1=CN=CC(=N1)C(=O)NO[C@H](C)C1=C(C=CC=C1)F